C(C)C1=C(C=CC(=O)NC(=N)N)C=CC=C1 2-ethylcinnamoylguanidine